FC1(CCC(CC1)C1=NC=CC(=C1NC(=O)C=1C=NC(=CC1)OC)C1=C(C=CC(=C1)F)F)F N-[2-(4,4-difluorocyclohexyl)-4-(2,5-difluorophenyl)-3-pyridyl]-6-methoxy-pyridine-3-carboxamide